1-[(2'S,4S,6'S,7S)-2-chloro-4-hydroxy-2'-methyl-6'-(1-methylpyrazol-4-yl)spiro[4,5-dihydrothieno[2,3-c]pyran-7,4'-piperidine]-1'-yl]-2,2,2-trifluoro-ethanone ClC1=CC2=C(S1)[C@@]1(C[C@@H](N([C@@H](C1)C=1C=NN(C1)C)C(C(F)(F)F)=O)C)OC[C@H]2O